OCC(C(CC(=O)O)C1=CC=CC=C1)C1=CC=CC=C1 5-hydroxy-3,4-diphenyl-pentanoic acid